ClC1=CC(=C(C=C1OC(C(=O)ON=C1CCCC1)C)N1C(N(C(N(C1=O)C)=S)C)=O)F 3-(4-chloro-5-((1-((cyclopentylideneamino)oxy)-1-oxopropan-2-yl)oxy)-2-fluorophenyl)-1,5-dimethyl-6-thioxo-1,3,5-triazine-2,4-dione